1-isopropyl-Ethyl 5-(trifluoromethyl)pyrazole-4-carboxylate FC(C1=C(C=NN1)C(=O)OC(C)C(C)C)(F)F